eicosyl-carboxylate C(CCCCCCCCCCCCCCCCCCC)C(=O)[O-]